COC1=CC=C2C(C=C(OC2=C1)C1=CC=C(C=C1)OC)=O 7,4'-dimethoxyflavone